5,6-dimethyl-N-((1S,2S,3S,5R)-2,6,6-trimethylbicyclo[3.1.1]heptan-3-yl)-1H-pyrrolo[2,3-b]pyridine-2-carboxamide CC=1C=C2C(=NC1C)NC(=C2)C(=O)N[C@@H]2[C@H]([C@H]1C([C@@H](C2)C1)(C)C)C